3-{[(azetidin-3-ylidene)amino]oxy}propan-1-ol trifluoroacetate FC(C(=O)O)(F)F.N1CC(C1)=NOCCCO